z,11'z-heptadecadiene C=C\C=C/CCCCCCCCCCCCC